[4-2H]-L-leucine N[C@@H](CC(C)(C)[2H])C(=O)O